OC(COC1=CC=C(C=C1)CC(=O)OC)CCCCCCCCCCCCCCCC Methyl 2-[4-(2-hydroxyoctadecoxy)phenyl]acetate